F[P-](F)(F)(F)(F)F.FC=1C(=C(C=C(C1)F)[Ir+]C1=C(C(=CC(=C1)F)F)C1=NC=C(C=C1)C(F)(F)F)C1=NC=C(C=C1)C(F)(F)F bis[3,5-difluoro-2-[5-trifluoromethyl-2-pyridyl]phenyl]iridium (III) hexafluorophosphate